4-(2-(trifluoromethyl)pyrimidin-5-yl)quinoline-3-carbaldehyde FC(C1=NC=C(C=N1)C1=C(C=NC2=CC=CC=C12)C=O)(F)F